1,3-bis((2,2-dimethyl-1,3-dioxa-pent-4-yl)methoxy)propan-2-amine CC(O)(OC(C)COCC(COCC(OC(O)(C)C)C)N)C